(S)-N-(1-ETHYL-3-OXO-PROPYL)-ACETAMIDE C(C)[C@@H](CC=O)NC(C)=O